2-amino-N-(bicyclo[1.1.1]pentan-1-yl)-6,6,6-trifluorohexanamide hydrochloride Cl.NC(C(=O)NC12CC(C1)C2)CCCC(F)(F)F